C(C=CCCCCCCCCCCCCCCC(C)C)(=O)O isoicosenoic acid